C(C)OC(CC=1N=C(N2C1C=C(C=C2)C=2SC=CC2)Br)=O 2-(3-bromo-7-(thiophen-2-yl)imidazo[1,5-a]Pyridin-1-yl)acetic acid ethyl ester